O=C1N(CCC(N1)=O)C1=CC=C(C=C1)N1CCC(CC1)C=O 1-(4-(2,4-dioxo-tetrahydropyrimidin-1(2H)-yl)phenyl)piperidine-4-carbaldehyde